N-(4-(benzylthio)phenyl)-2-(4-fluorobenzoyl)-1,2,3,4-tetrahydroisoquinoline-3-carboxamide C(C1=CC=CC=C1)SC1=CC=C(C=C1)NC(=O)C1N(CC2=CC=CC=C2C1)C(C1=CC=C(C=C1)F)=O